(S)-methyl 2-((tert-butoxycarbonyl)amino)-3-hydroxypropanoate C(C)(C)(C)OC(=O)N[C@H](C(=O)OC)CO